FCCCN1CC(C1)=CC1=CC=C(C=C1)C1=C(CCCC2=C1C=CC(=C2)C(=O)O)C2=C(C=CC(=C2)C(F)(F)F)OC 9-(4-((1-(3-fluoropropyl)azetidin-3-ylidene)methyl)phenyl)-8-(2-methoxy-5-(trifluoromethyl)phenyl)-6,7-dihydro-5H-benzo[7]annulene-3-carboxylic acid